CN1CCC(CC1)C(=O)OCCOCCOCCOCCOCCN(CCCCCCCC)C(C(COCCCCCC(OC(CCCCCCCC)CCCCCCCC)=O)OCCCCCC(=O)OC(CCCCCCCC)CCCCCCCC)=O 2-[2-[2-[2-[2-[2,3-bis[6-(1-octylnonoxy)-6-oxo-hexoxy]propanoyl-octyl-amino]ethoxy]ethoxy]ethoxy]ethoxy]ethyl 1-methylpiperidine-4-carboxylate